rel-trans-tert-butyl-3-(hydroxymethyl)-4-methoxypyrrolidine-1-carboxylate C(C)(C)(C)OC(=O)N1C[C@H]([C@@H](C1)OC)CO |o1:9,10|